9-Benzylacridan C(C1=CC=CC=C1)C1C2=CC=CC=C2NC=2C=CC=CC12